N-(2-chlorobenzyl)-1-ethyl-2-oxo-1,2-dihydrobenzo[cd]indole-6-sulfonamide ClC1=C(CNS(=O)(=O)C=2C=3C4=C(C(N(C4=CC2)CC)=O)C=CC3)C=CC=C1